(2S,4R)-1-[(2S)-2-(4-cyclopropyltriazol-1-yl)-3,3-dimethyl-butanoyl]-4-hydroxy-N-[1-(4-pyridyl)cyclopropyl]pyrrolidine-2-carboxamide C1(CC1)C=1N=NN(C1)[C@H](C(=O)N1[C@@H](C[C@H](C1)O)C(=O)NC1(CC1)C1=CC=NC=C1)C(C)(C)C